3-mercaptophenylboric acid SC=1C=C(C=CC1)OB(O)O